NC1CCC(CC1)[C@H](C)NC=1C=C(C=C(C1Cl)F)C1=NNC(O1)=O 5-[3-({(1S)-1-[(1r,4S)-4-aminocyclohexyl]ethyl}amino)-4-chloro-5-fluorophenyl]-1,3,4-oxadiazol-2(3H)-one